3-benzyl 8-(tert-butyl) (1S,2S,5R)-2-((S)-1-((triethylsilyl) oxy) ethyl)-3,8-diazabicyclo[3.2.1]octane-3,8-dicarboxylate C(C)[Si](O[C@@H](C)[C@@H]1[C@@H]2CC[C@H](CN1C(=O)OCC1=CC=CC=C1)N2C(=O)OC(C)(C)C)(CC)CC